C(C)(C)(C)OC(=O)N(C(OC(C)(C)C)=O)C1=NN2C(C=C(C=C2)C2=C(C(=C(C=C2)Cl)OCCC(C(C)(O[Si](CC)(CC)CC)C2=NC=C(C=C2)F)(F)F)F)=N1 tert-butyl (tert-butoxycarbonyl)(7-(4-chloro-3-((3,3-difluoro-4-(5-fluoropyridin-2-yl)-4-((triethylsilyl)oxy)pentyl)oxy)-2-fluorophenyl)-[1,2,4]triazolo[1,5-a]pyridin-2-yl)carbamate